C1(CC1)C(=O)NC1=NC=CC(=C1)C1=CC(=C(C=C1)[C@@H](C)NC(OC(C)(C)C)=O)C tert-butyl (R)-(1-(4-(2-(cyclopropanecarboxamido)pyridin-4-yl)-2-methylphenyl)ethyl)carbamate